BrC=1C=C(C(=NC1)C#N)OC1CCCC1 5-bromo-3-(cyclopentyloxy)pyridinecarbonitrile